BrC=1C=C2C=CC(=NC2=CC1)C1(CCOCC1)C 6-bromo-2-(4-methyltetrahydro-2H-pyran-4-yl)quinoline